1-[(1R,3aR,6aR)-1,2,3,3a,4,5,6,6a-octahydropentalen-1-yl]-3-[[2-(difluoromethoxy)pyridin-4-yl]methyl]urea [C@H]1(CC[C@H]2CCC[C@@H]12)NC(=O)NCC1=CC(=NC=C1)OC(F)F